2,2-diethyl-butyric acid C(C)C(C(=O)O)(CC)CC